5-bromo-N1-(2,4-dichlorobenzyl)-3-methylbenzene-1,2-diamine BrC1=CC(=C(C(=C1)NCC1=C(C=C(C=C1)Cl)Cl)N)C